2-(4-oxopyrrol-2-yl)oxyacetic acid O=C1C=C(N=C1)OCC(=O)O